BrC1(CCC(CC1)CCC)C(F)(F)Br 1-bromo-1-(bromodifluoromethyl)-4-propylcyclohexane